4-(4-(Methoxymethyl)phenyl)pyrimidin COCC1=CC=C(C=C1)C1=NC=NC=C1